The molecule is a N-acyl-L-glutamic acid and a tricarboxylic acid. It has a role as an Escherichia coli metabolite and a mouse metabolite. It is a conjugate acid of a N-(3-carboxylatopropanoyl)-L-glutamate(3-). C(CC(=O)O)[C@@H](C(=O)O)NC(=O)CCC(=O)O